FC=1C(=C(C(=O)N(C(C)C)C(C)C)C=CC1)O Fluoro-2-hydroxy-N,N-diisopropylbenzamide